C(=O)NCC(=O)O FORMYLGLYCINE